ClC=1C=C2C(=C3C4(NC(NC13)=O)CCCCC4)OC(=C2)C(=O)NCCCN2CCCC2 5'-chloro-7'-oxo-N-[3-(pyrrolidin-1-yl)propyl]-7',8'-dihydro-6'H-spiro[cyclohexane-1,9'-furo[2,3-f]quinazoline]-2'-carboxamide